2-dodecyl-hexadecanol C(CCCCCCCCCCC)C(CO)CCCCCCCCCCCCCC